3-methyl-penta-2,4-dienoic acid CC(=CC(=O)O)C=C